N[C@H]1CS(C2=C(N(C1=O)CC=1C=NC(=CC1)C1=CC=C(C=C1)C(F)(F)F)C=C(C=C2)C=2OC(=NN2)C(C)(S(=O)(=O)C)C)(=O)=O (3R)-3-amino-7-[5-(1-methyl-1-methylsulfonyl-ethyl)-1,3,4-oxadiazol-2-yl]-1,1-dioxo-5-[[6-[4-(trifluoromethyl)phenyl]-3-pyridinyl]methyl]-2,3-dihydro-1λ6,5-benzothiazepine-4-One